2-(2,6-dioxopiperidin-3-yl)-5-((3-(trans-3-(4-(6-methylpyridin-2-yl)-1H-pyrazol-1-yl)cyclobutyl)propyl)amino)isoindoline-1,3-dione O=C1NC(CCC1N1C(C2=CC=C(C=C2C1=O)NCCC[C@@H]1C[C@H](C1)N1N=CC(=C1)C1=NC(=CC=C1)C)=O)=O